N1(N=CN=C1)CCOC1=CC=C(C=C1)C1CCN(CC1)C1=NC=C(C=C1)Br 2-{4-[4-(2-(1H-1,2,4-triazol-1-yl)ethoxy)phenyl]piperidin-1-yl}-5-bromopyridine